ClC1=C(C=C2C=CC(=C3C4=C(C=CC5=CC=CC(C1=C23)=C45)Cl)Cl)Cl 1,2,6,7-tetrachloroperylene